(2S,3S)-3-[(BENZYLAMINO)CARBONYL]OXIRAN C(C1=CC=CC=C1)NC(=O)[C@@H]1CO1